CN(C1CCC(CC1)NC=1N=CC2=C(N1)N(C(C(=C2)C2=C(C(=C(C(=C2)F)NC(=O)C2CC2)F)F)=O)C(C)C)C N-(4-(2-(((1r,4r)-4-(dimethylamino)cyclohexyl)amino)-8-isopropyl-7-oxo-7,8-dihydropyrido[2,3-d]pyrimidin-6-yl)-2,3,6-trifluorophenyl)cyclopropanecarboxamide